O[C@@H]1CN(C[C@H]1[C@@H]1N2C(C3=CC=CC=C13)=CN=C2)S(=O)(=O)N (3S,4S)-3-hydroxy-4-[(5S)-5H-imidazo[4,3-a]isoindol-5-yl]pyrrolidine-1-sulfonamide